di(2-propynyl) glutarate C(CCCC(=O)OCC#C)(=O)OCC#C